NC=1C=C(OC2=NC(=NC=C2C2=CC=C(C=C2)C(F)(F)F)NC=2C(=NN(C2)C)Cl)C=CC1 4-(3-aminophenoxy)-N-(3-chloro-1-methyl-1H-pyrazol-4-yl)-5-[4-(trifluoromethyl)phenyl]pyrimidin-2-amine